tert-butyl (1-bromo-4,5,6,7-tetrahydrobenzo[c]thiophen-5-yl)(methyl)carbamate BrC=1SC=C2C1CCC(C2)N(C(OC(C)(C)C)=O)C